4-(8-(tert-butoxycarbonyl)-3,8-diazabicyclo[3.2.1]octan-3-yl)-8-fluoro-7-(7-fluoro-3-(methoxymethoxy)-8-((triisopropylsilyl)ethynyl)naphthalen-1-yl)pyrido[4,3-d]pyrimidin C(C)(C)(C)OC(=O)N1C2CN(CC1CC2)C=2C1=C(N=CN2)C(=C(N=C1)C1=CC(=CC2=CC=C(C(=C12)C#C[Si](C(C)C)(C(C)C)C(C)C)F)OCOC)F